(S)-3-methoxy-1-(6-methoxypyrazin-2-yl)-N-(6-(5-methyl-6,7-dihydro-5H-pyrrolo[2,1-c][1,2,4]triazol-3-yl)pyridin-2-yl)-1H-pyrazole-4-carboxamide COC1=NN(C=C1C(=O)NC1=NC(=CC=C1)C=1N2C(=NN1)CC[C@@H]2C)C2=NC(=CN=C2)OC